2-(1H-imidazol-1-yl)-N-((1s,4s)-4-((2,2,2-trifluoroethyl)amino)cyclohexyl)-5H-pyrrolo[3,2-d]Pyrimidine-4-carboxamide N1(C=NC=C1)C=1N=C(C2=C(N1)C=CN2)C(=O)NC2CCC(CC2)NCC(F)(F)F